5-((3-(((dimethyl)silyl)oxymethyl)phenoxy)methyl)-2-fluoro-benzoic acid methyl ester COC(C1=C(C=CC(=C1)COC1=CC(=CC=C1)CO[SiH](C)C)F)=O